Nonoyloxybenzenesulfonic acid sodium salt [Na+].C(CCCCCCCC)(=O)OC1=C(C=CC=C1)S(=O)(=O)[O-]